(spiro[3.3]heptan-2-ylamino)propanamide C1C(CC12CCC2)NC(C(=O)N)C